3-(4-chlorophenyl)propyl-zinc chloride [Cl-].ClC1=CC=C(C=C1)CCC[Zn+]